C(C)OC(C)C1=CC2=C(N(C=3N=CN=C(C32)N)C3=C(C(=CC=C3C)OCC3=CC=C(C=C3)OC)C)N=C1C 6-(1-ethoxyethyl)-9-(3-((4-methoxybenzyl)oxy)-2,6-dimethylphenyl)-7-methyl-9H-pyrido[3',2':4,5]pyrrolo[2,3-d]pyrimidin-4-amine